CC(C#CCNC(=O)C1=NC(=CC=C1OC)NC=1C=NSC1)(C)C N-(4,4-dimethylpent-2-ynyl)-6-(isothiazol-4-ylamino)-3-methoxy-pyridine-2-carboxamide